1-chloro-8-nitroindolo[2,1-b]quinazoline-6,12-dione ClC1=C2C(N3C(=NC2=CC=C1)C(C1=CC(=CC=C13)[N+](=O)[O-])=O)=O